9,10-bis(1,3-diisopropyl-2,3-dihydro-1H-benzimidazol-2-yl)anthracene C(C)(C)N1C(N(C2=C1C=CC=C2)C(C)C)C=2C1=CC=CC=C1C(=C1C=CC=CC21)C2N(C1=C(N2C(C)C)C=CC=C1)C(C)C